(4S)-4-benzyl-2-[6-[(4S)-4-benzyl-4,5-dihydro-oxazol-2-yl]-2-pyridinyl]-4,5-dihydro-oxazole C(C1=CC=CC=C1)[C@@H]1N=C(OC1)C1=NC(=CC=C1)C=1OC[C@@H](N1)CC1=CC=CC=C1